OCC(C)(C)NC(=O)C=1C=2C[C@@H]3[C@H](C2N(N1)C1=NC=C(N=C1)C#N)C3 (1aR,5aR)-2-(5-Cyano-pyrazin-2-yl)-1a,2,5,5a-tetrahydro-1H-2,3-diaza-cyclopropa[a]pentalene-4-carboxylic acid (2-hydroxy-1,1-dimethylethyl)-amide